3-((5-bromo 1,3,4-thiadiazol-2-yl)(methyl)amino)-9-azabicyclo[3.3.1]nonane-9-carboxylate BrC1=NN=C(S1)N(C1CC2CCCC(C1)N2C(=O)[O-])C